(6R)-9-fluoro-15-hydroxy-13-oxa-2,11,17,21,22,25-hexaazapentacyclo[17.5.2.02,6.07,12.022,26]hexacosen FC1CC2[C@H]3CCCN3C3=CCN4NCC(CNCC(COC2NC1)O)C4N3